C(C)(C)(C)OC(=O)N[C@H](C(=O)OC)CC#C (S)-methyl 2-((tert-butoxycarbonyl)amino)pent-4-ynoate